N1N=CC(=C1)S(=O)(=O)C=1C=C2C=NN(CC2=CC1)CC=1C=NC(=CC1)OC 6-((1H-pyrazol-4-yl)sulfonyl)-2-((6-methoxypyridin-3-yl)methyl)phthalazin